(E)-N,2-dimethylprop-2-en-1-imine C/N=C/C(=C)C